methyl exo-3-azabicyclo[3.1.0]hexane-6-carboxylate hydrochloride COC(=O)C1[C@H]2[C@@H]1CNC2.Cl